N-[(2-amino-3-chloroquinolin-7-yl)methyl]-6-bromo-N-(4-fluoro-2-methanesulfonylphenyl)pyridine-3-carboxamide NC1=NC2=CC(=CC=C2C=C1Cl)CN(C(=O)C=1C=NC(=CC1)Br)C1=C(C=C(C=C1)F)S(=O)(=O)C